4-(4,6-dimethyl-1,3,5-triazin-2-yl)-2-methylaniline CC1=NC(=NC(=N1)C)C1=CC(=C(N)C=C1)C